(E)-N-hydroxy-3-(2-(((5-methoxypyridin-3-yl)methyl)amino)phenyl)acrylamide ONC(\C=C\C1=C(C=CC=C1)NCC=1C=NC=C(C1)OC)=O